1'-(tert-butyl) 6-methyl 5-(bromomethyl)-2H-spiro[benzofuran-3,4'-piperidine]-1',6-dicarboxylate BrCC=1C(=CC2=C(C1)C1(CCN(CC1)C(=O)OC(C)(C)C)CO2)C(=O)OC